C1(CCCCC1)C=NO N-(cyclohexylmethylene)hydroxylamine